NCCNC(C)[Si](OC)(OC)OC N-(beta-aminoethyl)-alpha-aminoethyltrimethoxysilane